4-(2-(azetidin-3-yl)ethylamino)-6-(5-cyanopyrazin-2-ylamino)-N-methylpyridazine-3-carboxamide N1CC(C1)CCNC1=C(N=NC(=C1)NC1=NC=C(N=C1)C#N)C(=O)NC